CC(C)[C@@H](C(=O)N[C@@H](C(C)C)C(=O)O)N The molecule is a dipeptide formed from two L-valine residues. It has a role as a Mycoplasma genitalium metabolite. It derives from a L-valine.